1-[4'-(trifluoromethyl)[1,1'-biphenyl]-4-yl]-1-butanone FC(C1=CC=C(C=C1)C1=CC=C(C=C1)C(CCC)=O)(F)F